C(CCCCC)C(C(=O)OCCCCC=C)CCCCCCCC hex-5-en-1-yl 2-hexyldecanoate